COC(=O)C1COC2(CCCC2)CC1C1=CC=C(C=C1)F 9-(4-fluorophenyl)-6-oxaspiro[4.5]decane-8-carboxylic acid methyl ester